tert-butyl 7-(1-(((S)-1-cyano-2-((S)-2-oxopyrrolidin-3-yl)ethyl)amino)-3-cyclopropyl-1-oxopropan-2-yl)-6-oxo-1,7-diazaspiro[4.4]nonane-1-carboxylate C(#N)[C@H](C[C@H]1C(NCC1)=O)NC(C(CC1CC1)N1C(C2(CCCN2C(=O)OC(C)(C)C)CC1)=O)=O